OCC1CCN(CC1)C1=CC=C(C=N1)C=1C=CC2=C3C=4NC[C@H](NC(C4SC3=CC=C2N1)=O)C (15R)-5-[6-[4-(hydroxymethyl)-1-piperidyl]-3-pyridyl]-15-methyl-11-thia-6,14,17-triazatetracyclo[8.8.0.02,7.012,18]octadeca-1,3,5,7,9,12(18)-hexaen-13-one